C(C)(C)(C)OC(=O)N1CC2(CC(C1)C2)C(C)=O 1-acetyl-3-azabicyclo[3.1.1]heptane-3-carboxylic acid tert-butyl ester